C1(CC1)C1=NNC(=C1)NC(=O)C=1C=NN2C1N=C(C=C2)N2[C@H](CCC2)C=2C(=NC=C(C2)F)OC (R)-N-(3-cyclopropyl-1H-pyrazol-5-yl)-5-(2-(5-fluoro-2-methoxypyridin-3-yl)pyrrolidin-1-yl)pyrazolo[1,5-a]pyrimidine-3-carboxamide